2,3-dimethyl-6-(2-(2-methylpyridin-4-yl)morpholino)-8-(6-(trifluoromethyl)pyridin-3-yl)pyrimido[5,4-d]pyrimidin-4(3H)-one CC=1N(C(C2=C(N1)C(=NC(=N2)N2CC(OCC2)C2=CC(=NC=C2)C)C=2C=NC(=CC2)C(F)(F)F)=O)C